1-(2-fluorophenyl)-N,8-dimethyl-5,6-dihydro-4H-pyrrolo[3,2,1-ij]quinolin-5-amine FC1=C(C=CC=C1)C1=CN2CC(CC3=CC(=CC1=C23)C)NC